4-((Tert-Butoxycarbonyl)amino)-3-nitrobenzoic acid C(C)(C)(C)OC(=O)NC1=C(C=C(C(=O)O)C=C1)[N+](=O)[O-]